3-(8-((2,4-dimethoxybenzyl)amino)-4-methyl-1-oxophthalazin-2(1H)-yl)piperidine COC1=C(CNC=2C=CC=C3C(=NN(C(C23)=O)C2CNCCC2)C)C=CC(=C1)OC